IC1OC(OC1)=O 4-iodo-1,3-dioxolane-2-one